O1C(=CC=C1)CCC=1N=C(C2=C(N1)OC(=C2C(=O)N)C)NC2(CC2)C [2-(furan-2-yl)ethyl]-6-methyl-4-[(1-methylcyclopropyl)amino]furo[2,3-d]pyrimidine-5-carboxamide